(5R)-3-(4-bromo-3-fluorophenyl)-5-methyloloxazolidin-2-one BrC1=C(C=C(C=C1)N1C(O[C@H](C1)CO)=O)F